(2r,6s)-4-(3-methoxy-2-methylquinoxalin-5-yl)-2,6-dimethylpiperazine-1-carboxylic acid tert-butyl ester C(C)(C)(C)OC(=O)N1[C@@H](CN(C[C@@H]1C)C1=C2N=C(C(=NC2=CC=C1)C)OC)C